OC=1C(=C(C=O)C=CC1)O bishydroxybenzaldehyde